N[C@@H](C(=O)O)CNC(=O)C1=CC2=NC=CC(=C2S1)CC (R)-2-amino-3-[(7-ethylthieno[3,2-b]pyridine-2-carbonyl)amino]propionic acid